COC1CN(C1)C(=O)N 3-methoxyazetidine-1-carboxamide